C(C)(C)C1=NC=CC=C1C1=NC=C2NC(N(C2=N1)C1(CC1)C1=CC=C(C=C1)C=1N(C=C(N1)C(F)(F)F)C)=O 2-(2-isopropylpyridin-3-yl)-9-(1-(4-(1-methyl-4-(trifluoromethyl)-1H-imidazol-2-yl)phenyl)cyclopropyl)-7,9-dihydro-8H-purin-8-one